O=C1NC(CCC1N1C(C2=CC=C(C=C2C1=O)N1CCC(CC1)CCN1CCN(CC1)C(=O)OCC1=CC=CC=C1)=O)=O Benzyl 4-(2-[1-[2-(2,6-dioxopiperidin-3-yl)-1,3-dioxoisoindol-5-yl]piperidin-4-yl]ethyl)piperazine-1-carboxylate